p-dimethylaminothiophenol CN(C1=CC=C(C=C1)S)C